C1(=CC=C(C=C1)N(C1=CC=C(C=CC2=CC=C(C=C2)C=CC2=CC=C(C=C2)N(C2=CC=C(C=C2)C)C2=CC=C(C=C2)C)C=C1)C1=CC=C(C=C1)C)C 1,4-bis[4-(di-p-tolylamino)styryl]benzene